C(C)OCC1(CCN(CC1)CC1=CC=C(C(=O)O)C=C1)CCC1=CC=CC=C1 4-((4-(ethoxymethyl)-4-phenethylpiperidin-1-yl)methyl)benzoic acid